CC1(CCN(CC1)C1CCNCC1)NC(OC(C)(C)C)=O tert-butyl (4-methyl-[1,4'-bipiperidin]-4-yl)carbamate